2,3,4-trihydroxy-N-(2-(hydroxyamino)-2-oxoethyl)benzamide OC1=C(C(=O)NCC(=O)NO)C=CC(=C1O)O